N-(5-(2-(3,3-dimethylazetidin-1-yl)acetamido)-2-methylpyridin-3-yl)-6-(4-(methylsulfonyl)phenyl)-[1,2,3]triazolo[1,5-a]pyridine-3-carboxamide CC1(CN(C1)CC(=O)NC=1C=C(C(=NC1)C)NC(=O)C=1N=NN2C1C=CC(=C2)C2=CC=C(C=C2)S(=O)(=O)C)C